4-(4-(1,3-Dioxolan-2-yl)piperidin-1-yl)benzo[d]oxazol-7-amine O1C(OCC1)C1CCN(CC1)C1=CC=C(C2=C1N=CO2)N